ClC1=NC=C(C(=O)O)C=C1C(F)(F)F 6-chloro-5-(trifluoromethyl)nicotinic acid